(R)-5-((azetidin-3-ylmethyl)amino)-N-(1-(3,5-di(thiophen-2-yl)phenyl)ethyl)-2-methylbenzamide N1CC(C1)CNC=1C=CC(=C(C(=O)N[C@H](C)C2=CC(=CC(=C2)C=2SC=CC2)C=2SC=CC2)C1)C